C1CC12OCCN(C2)CCNC(=O)C=2C=C(C(=NC2)C)NC(=O)C2=NN=C1N2C=CC(=C1)C=1C=NN(C1)C N-(5-((2-(4-oxa-7-azaspiro[2.5]octan-7-yl)ethyl)carbamoyl)-2-methylpyridin-3-yl)-7-(1-methyl-1H-pyrazol-4-yl)-[1,2,4]triazolo[4,3-a]pyridine-3-carboxamide